5-(1H-imidazol-1-yl)-N-((1r,4r)-4-(2-methoxyethoxy)cyclohexyl)-1H-pyrazolo[3,4-c]pyridine-7-carboxamide N1(C=NC=C1)C=1C=C2C(=C(N1)C(=O)NC1CCC(CC1)OCCOC)NN=C2